N-Octylalanin C(CCCCCCC)N[C@@H](C)C(=O)O